C(C=C)C1=C(CNC2=CC=C(C=C2)OC)C=CC=C1 N-(2-allylbenzyl)-4-methoxyaniline